CC1(N(CCC(C1)N1N=CC(=C1)B1OC(C(O1)(C)C)(C)C)C(=O)OC(C)(C)C)C tert-butyl 2,2-dimethyl-4-[4-(4,4,5,5-tetramethyl-1,3,2-dioxaborolan-2-yl)-1H-pyrazol-1-yl]piperidine-1-carboxylate